gamma-humulene CC1=CCCC(=C)C=CC(CCC1)(C)C